benzyloxycarbonyl-glutamine C(C1=CC=CC=C1)OC(=O)N[C@@H](CCC(N)=O)C(=O)O